(S)-2-(4-(1-(benzo[d][1,3]dioxol-5-yl)ethyl)piperazin-1-yl)pyrimidin-5-amine O1COC2=C1C=CC(=C2)[C@H](C)N2CCN(CC2)C2=NC=C(C=N2)N